butyl-6-amino-5-chloro-3-methylquinazolin-4(3H)-one C(CCC)C1=NC2=CC=C(C(=C2C(N1C)=O)Cl)N